CN1C(C(N2C1=NC(=CC2=O)C(F)(F)F)(C)C)=O 1,3,3-trimethyl-7-(trifluoromethyl)imidazo[1,2-a]pyrimidine-2,5-dione